FC1=C(C(=O)O)C=C(C=C1)C1=NOC(=N1)C1=CC=C(C=C1)F 2-Fluoro-5-[5-(4-fluoro-phenyl)-[1,2,4]oxadiazol-3-yl]-benzoic acid